N(=NC(C(=O)NCCCC)(C)C)C(C(=O)NCCCC)(C)C 2,2'-azobis(N-butyl-2-methylpropionamide)